2-(6-bromonaphthalen-1-yl)1,3,5-triazine BrC=1C=C2C=CC=C(C2=CC1)C1=NC=NC=N1